O=C1NC(CCC1N1C(C2=CC=CC(=C2C1=O)N1C[C@H](CCC1)CC(=O)N1CC(CC1)C(=O)O)=O)=O 1-(2-((3R)-1-(2-(2,6-dioxopiperidin-3-yl)-1,3-dioxoisoindolin-4-yl)piperidin-3-yl)acetyl)pyrrolidine-3-carboxylic acid